NC1=C([N+](=CC2=C(C=CC=C12)C1=NC=NC=C1C#N)[O-])C(NCCC)=O 4-amino-8-(5-cyanopyrimidin-4-yl)-3-(propylcarbamoyl)isoquinoline-2-oxide